2-amino-4-(((R)-pentane-2-yl)amino)pyridin NC1=NC=CC(=C1)N[C@H](C)CCC